N1=CC=C(C=C1)CN1N=C(C=C1C(=O)N[C@@H](C)C1=NC(=NO1)C1=CC(=NC=C1)C(F)(F)F)C(F)(F)F (S)-1-(pyridin-4-ylmethyl)-3-(trifluoromethyl)-N-(1-(3-(2-(trifluoromethyl)pyridin-4-yl)-1,2,4-oxadiazol-5-yl)ethyl)-1H-pyrazole-5-carboxamide